[Cl-].C(CCCCCCC)N1CC=CC=C1 1-octylpyridine chloride